C(C)(C)(C)OC(NC1=CC=C2C3=C(NC2=C1)N=CN=C3)=O 9H-pyrimido[4,5-b]Indol-7-ylcarbamic acid tert-butyl ester